C(C)C1=C(N=C(S1)NC(=O)C=1N(C=CC1)CC1=CC=NC=C1)CN1CCN(CC1)S(=O)(=O)CC N-(5-ethyl-4-((4-(ethylsulfonyl)piperazin-1-yl)methyl)thiazol-2-yl)-1-(pyridin-4-ylmethyl)-1H-pyrrole-2-carboxamide